COC1(COC1)C1=CC(=NC=C1)N1N=CC(=C1)S(=O)(=O)Cl 1-(4-(3-methoxyoxetan-3-yl)pyridin-2-yl)-1H-pyrazole-4-sulfonyl chloride